COC=1N=C2C(=C3C(=NC2=CC1OCCCN1CCCC1)CCC3)NCCCOC 2-methoxy-N-(3-methoxypropyl)-3-[3-(pyrrolidin-1-yl)propoxy]-6H,7H,8H-cyclopenta[b]1,5-naphthyridin-9-amine